N1CCC(CC1)CN1CCC(CC1)C1=CC2=C(C(=NO2)N2C(NC(CC2)=O)=O)C=C1 1-[6-[1-(4-piperidylmethyl)-4-piperidyl]-1,2-benzoxazol-3-yl]hexahydropyrimidine-2,4-dione